5-isobutyryl-1-oxo-2,5-diazaspiro[3.4]octane-6-carboxylic acid C(C(C)C)(=O)N1C2(CNC2=O)CCC1C(=O)O